S1C(=CC=C1)C(=C(CCC=1SC=CC1)CC=C)CC=C 1,4-bis(2-thienyl)-1,2-diallyl-1-butene